NCC(=O)N[C@@H](CC(C)C)C(=O)[O-] glycyl-L-leucinate